C(C)(C)(C)OC(=O)N1CCC(CC1)N1C(C[C@@H](C1)OC(=O)OC1=CC=C(C=C1)[N+](=O)[O-])=O.NC1=CC(=C(C=N1)C=1C=NN(C1)CC(C)=O)OC(F)(F)F 1-(4-(6-amino-4-(trifluoromethoxy)pyridin-3-yl)-1H-pyrazol-1-yl)propan-2-one tert-butyl-(S)-4-(4-(((4-nitrophenoxy)carbonyl)oxy)-2-oxopyrrolidin-1-yl)piperidine-1-carboxylate